(1S,3S,4S)-2-((3-chlorophenyl)-D-alanyl)-N-((R)-1-cyano-2-((R)-2-oxopiperidin-3-yl)ethyl)-5,5-difluoro-2-azabicyclo[2.2.2]octane-3-carboxamide ClC=1C=C(C=CC1)N[C@H](C)C(=O)N1[C@@H]2CC([C@H]([C@H]1C(=O)N[C@H](C[C@@H]1C(NCCC1)=O)C#N)CC2)(F)F